((4-((4-bromobenzylidene)amino)-5-(phenoxymethyl)-4H-1,2,4-triazol-3-yl)thio)-N-(p-tolyl)acetamide BrC1=CC=C(C=NN2C(=NN=C2COC2=CC=CC=C2)SCC(=O)NC2=CC=C(C=C2)C)C=C1